O1C(CCCC1)CC(=O)O (TETRAHYDRO-PYRAN-2-YL)-ACETIC ACID